C1(CC1)C=1N=C2N(C=C(C(=C2)OC2C(N(CC2)C)=O)C(=O)NC2=NC(=CC=C2)C(F)F)C1 2-Cyclopropyl-N-(6-(difluoromethyl)pyridin-2-yl)-7-((1-methyl-2-oxopyrrolidin-3-yl)oxy)imidazo[1,2-a]pyridine-6-carboxamide